[Cl-].[Cl-].N(=NC(C)(C)C=1NCCN1)C(C)(C)C=1NCCN1 2,2'-azobis[2-(2-imidazoline-2-yl)propane] dichloride